C(C1=CC=CC=C1)N(C(O)=O)CC1(CCNCC1)O.CN1CCN(CC1)C1=CC=C(C=C1)/C=C/C(=O)C=1C=CC2=C(C=CC(O2)(C)C)C1O (E)-3-(4-(4-methylpiperazinyl)phenyl)-1-(5-hydroxy-2,2-dimethyl-2H-benzopyran-6-yl)prop-2-en-1-one Benzyl-((4-hydroxypiperidin-4-yl)methyl)carbamate